C[C@H]1N(CCC1)CCNC(=O)C1=CC=CN2C1=NC=1C3=C(C=CC1C2=O)C=CC=C3 (R)-N-(2-(2-methylpyrrolidin-1-yl)ethyl)-7-oxo-7H-benzo[h]pyrido[2,1-b]quinazoline-12-carboxamide